3-bromo-5-((4-((di-ethylamino)methyl)phenylimino)methyl)phenyl 3-methylbenzoate CC=1C=C(C(=O)OC2=CC(=CC(=C2)C=NC2=CC=C(C=C2)CN(CC)CC)Br)C=CC1